2-(4-(1'-(3-((3-fluoro-4-(tetradecyloxy)phenyl)sulfonyl)-6-(methylsulfinyl)quinolin-4-yl)-[1,4'-bipiperidin]-4-yl)piperazin-1-yl)ethanol FC=1C=C(C=CC1OCCCCCCCCCCCCCC)S(=O)(=O)C=1C=NC2=CC=C(C=C2C1N1CCC(CC1)N1CCC(CC1)N1CCN(CC1)CCO)S(=O)C